{5-[(3S)-3-{[(1R)-1-(naphthalen-1-yl)ethyl]amino}tetrahydro-1H-pyrrol-1-yl]-2-(thiophen-2-yl)phenyl}ethanoic acid ethyl ester C(C)OC(CC1=C(C=CC(=C1)N1C[C@H](CC1)N[C@H](C)C1=CC=CC2=CC=CC=C12)C=1SC=CC1)=O